Isopropylphenyl-ruthenium dichloride C(C)(C)[Ru](C1=CC=CC=C1)(Cl)Cl